CCC(CC)N([C@@H](CC1=CC=CC=C1)C(=O)[O-])[P@](=O)(OC1=CC=CC=C1)OC1=C(C(=C(C(=C1F)F)F)F)F pentan-3-yl((S)-(perfluorophenoxy)(phenoxy)phosphoryl)-L-phenylalaninate